OCC=NC(=O)N hydroxyethylideneurea